(R)-6-(3-aminopyrrolidin-1-yl)-N-(6-(o-tolyl)-5-(trifluoromethyl)pyridin-2-yl)pyridine-2-sulfonamide N[C@H]1CN(CC1)C1=CC=CC(=N1)S(=O)(=O)NC1=NC(=C(C=C1)C(F)(F)F)C1=C(C=CC=C1)C